CN1C(N(C2=C1C=CC(=C2)C=2C=CC=C1C=C(N=CC21)C=2C=C(C(=NC2)C(=O)O)C)C)=O 5-(8-(1,3-Dimethyl-2-oxo-2,3-dihydro-1H-benzo[d]imidazol-5-yl)isoquinolin-3-yl)-3-methylpicolinic acid